racemic-7-(3,5-dimethylisoxazol-4-yl)-4-phenyl-4,5-dihydroimidazo[1,5,4-de][1,4]benzoxazin-2(1H)-one CC1=NOC(=C1C1=CC=C2C=3N([C@@H](COC31)C3=CC=CC=C3)C(N2)=O)C |r|